CO[Ti](C(CC(=O)COCC)=O)(C(CC(=O)COCC)=O)OC di-methoxydi(ethoxyacetoacetyl)titanium (IV)